1-(4-(((4-bromophenyl)sulfonyl)methyl)piperidin-1-yl)ethan-1-one BrC1=CC=C(C=C1)S(=O)(=O)CC1CCN(CC1)C(C)=O